O(C1=CC=CC=C1)C=1C=CC2=C(C=C(O2)C(=O)N)C1 (5-phenoxy-1-benzofuran-2-yl)carboxamide